5-(4-((3-ethyl-2,4-dioxo-1,2,3,4-tetrahydrothieno[3,2-d]pyrimidin-6-yl)methyl)piperazin-1-yl)-6-methylpicolinamide [((tert-butyldiphenylsilyl)oxy)methyl]cyclobutane-1-carboxylate [Si](C1=CC=CC=C1)(C1=CC=CC=C1)(C(C)(C)C)OCOC(=O)C1CCC1.C(C)N1C(NC2=C(C1=O)SC(=C2)CN2CCN(CC2)C=2C=CC(=NC2C)C(=O)N)=O